2-(4-(3-(1-(tert-butoxycarbonyl)piperidin-4-ylcarbamoyl)-4-(2,6-dichlorobenzamido)-1H-pyrazol-1-ylsulfonyl)phenoxy)acetic acid C(C)(C)(C)OC(=O)N1CCC(CC1)NC(=O)C1=NN(C=C1NC(C1=C(C=CC=C1Cl)Cl)=O)S(=O)(=O)C1=CC=C(OCC(=O)O)C=C1